BrC1=C2CCN(C(C2=CC=C1)C)C(=O)OC(C)(C)C tert-butyl 5-bromo-1-methyl-3,4-dihydro-1H-isoquinoline-2-carboxylate